COC=1C=C2CCC(NC2=CC1OC)CCCCCCCCCCCCCCCCCC 6,7-dimethoxy-2-octadecyl-1,2,3,4-tetrahydroquinoline